[1,1'-biphenyl]-2-Ylboronic acid C1(=C(C=CC=C1)B(O)O)C1=CC=CC=C1